5-fluoro-7-((1-(2-hydroxyethyl)piperidin-4-yl)methoxy)-2-(((tetrahydro-2H-pyran-4-yl)thio)methyl)quinazolin-4(3H)-one FC1=C2C(NC(=NC2=CC(=C1)OCC1CCN(CC1)CCO)CSC1CCOCC1)=O